COC=1C=C2CCN(CC2=CC1NC1=NC=C2C(=N1)N(N=C2)C[C@@H]2CN(CCC2)C(=O)OC(C)(C)C)C |r| tert-butyl rac-(3S)-3-[[6-[(6-methoxy-2-methyl-3,4-dihydro-1H-isoquinolin-7-yl)amino]pyrazolo[3,4-d]pyrimidin-1-yl]methyl]piperidine-1-carboxylate